3-(1,3-dioxoisoindolin-2-yl)-2-(4-(methylsulfonyl)phenyl)propionamide rac-Methyl-4-(1-(3-amino-6-(2-hydroxyphenyl)pyridazin-4-yl)-5,5-difluoropiperidin-3-yl)benzoate COC(C1=CC=C(C=C1)[C@@H]1CN(CC(C1)(F)F)C1=C(N=NC(=C1)C1=C(C=CC=C1)O)N)=O.O=C1N(C(C2=CC=CC=C12)=O)CC(C(=O)N)C1=CC=C(C=C1)S(=O)(=O)C |r|